(1R,2S)-1-(2-chloro-5-fluorophenyl)-1-(1,3-dimethyl-1H-pyrazol-5-yl)propan ClC1=C(C=C(C=C1)F)[C@@H](CC)C1=CC(=NN1C)C